CC1=CC=CC=2N=C(SC21)C=CC2=CC=C(C=C2)N2CCCCC2 7-methyl-2-(4-(piperidin-1-yl)styryl)benzo[d]thiazole